C(C)C(CN=C=O)CCN=C=O 2-ethyl-1,4-butylene diisocyanate